[Si](C1=CC=CC=C1)(C1=CC=CC=C1)(C(C)(C)C)OC[C@H]1[C@@H](C1)COCCC(=O)OC(C)(C)C tert-butyl 3-(((1R,2R)-2-(((tert-butyldiphenylsilyl)oxy)methyl)cyclopropyl)methoxy)propanoate